NCC=1C=C(C=CC1)N1N=C(C=C1C(=O)NC1=C(C=CC(=C1)C(CCC1CC1)(C=1C=NC=CC1)NC(CC)=O)F)C(F)(F)F (-)-1-(3-(aminomethyl)phenyl)-N-(5-(3-cyclopropyl-1-propionamido-1-(pyridin-3-yl)propyl)-2-fluorophenyl)-3-(trifluoromethyl)-1H-pyrazole-5-carboxamide